C1(CC1)C=1C=CC=2N(C1)C=C(N2)CN2N=CC(=C2)C(C(F)(F)F)N 1-(1-((6-cyclopropylimidazo[1,2-a]pyridin-2-yl)methyl)-1H-pyrazol-4-yl)-2,2,2-trifluoroethan-1-amine